FC1=CC=C(C=C1)[C@H]1N(C[C@@H](N(C1)C(=O)C1(CC1)C)C)C(=O)OC(C)(C)C |r| rac-(2R,5S)-tert-butyl 2-(4-fluorophenyl)-5-methyl-4-(1-methylcyclopropanecarbonyl)piperazine-1-carboxylate